5-hydroxy-1-(4-vinylbenzyl)-1H-1,2,4-triazole OC1=NC=NN1CC1=CC=C(C=C1)C=C